C(C)N1C[C@@H](C[C@@H](C1)O)N1C2=C(OCC1)C=CN=N2 8-[(3R,5S)-1-ethyl-5-hydroxy-3-piperidyl]-6,7-dihydropyridazino[4,3-b][1,4]oxazin